(S)-5-oxo-3-(trifluoromethyl)-6,7,7a,8,10,11-hexahydropyrazino[1,2-a]pyrido[3,2-f][1,4]diazepine-9(5H)-carboxylate O=C1NC[C@@H]2N(C3=C1C=C(C=N3)C(F)(F)F)CCN(C2)C(=O)[O-]